1-(6-Fluoro-4-hydroxy-3-methyl-2-(4-methyltetrahydro-2H-pyran-4-yl)quinolin-8-yl)ethan-1-one FC=1C=C2C(=C(C(=NC2=C(C1)C(C)=O)C1(CCOCC1)C)C)O